ethyl (Z)-2-azido-3-[4-fluoro-2-(2-methoxyethoxy)phenyl]prop-2-enoate N(=[N+]=[N-])\C(\C(=O)OCC)=C/C1=C(C=C(C=C1)F)OCCOC